BrC=1C=CC(=NC1)CN1N=CC2=CC(=CC(=C12)C(=O)OC)Cl methyl 1-((5-bromopyridin-2-yl) methyl)-5-chloro-1H-indazole-7-carboxylate